N-methyl-2-[2-methyl-4-[1-tetrahydropyran-2-yl-3-(2-triisopropylsilylethynyl)indazol-5-yl]pyrazol-3-yl]oxy-ethylamine CNCCOC=1N(N=CC1C=1C=C2C(=NN(C2=CC1)C1OCCCC1)C#C[Si](C(C)C)(C(C)C)C(C)C)C